1-benzyl-N-(5-(2-(bis-tert-butylcarbamoylamino)-[1,2,4]triazolo[1,5-a]pyridin-7-yl)-2-methylpyridin-3-yl)-1H-pyrazole-4-carboxamide C(C1=CC=CC=C1)N1N=CC(=C1)C(=O)NC=1C(=NC=C(C1)C1=CC=2N(C=C1)N=C(N2)N(C(NC(C)(C)C)=O)C(NC(C)(C)C)=O)C